2-Amino-2-(hydroxymethyl)-1,3-propanediol NC(CO)(CO)CO